FC(C(=O)O)(F)F.C(C)ON(N=O)C1=CC=C(C=C1)Br ethoxyoxo-p-bromophenylhydrazine trifluoroacetate